C(C)OC=1C(=C(C=CC1OC)C1=CC(=CC=C1)C1CB(OC1)O)F 4-(3'-Ethoxy-2'-fluoro-4'-methoxy-[1,1'-biphenyl]-3-yl)-1,2-oxaborolan-2-ol